C(C)(C)(C)C1=C(C(=CC(=C1)C(C)(C)C)C(C)(C)C)NC([O-])=O.FC(C=1C=C(C=C(C1)C(F)(F)F)[B-](C1=CC(=CC(=C1)C(F)(F)F)C(F)(F)F)(C1=CC(=CC(=C1)C(F)(F)F)C(F)(F)F)C1=CC(=CC(=C1)C(F)(F)F)C(F)(F)F)(F)F.C(C)[NH+](CC)CC.C(C)[NH+](CC)CC Triethylammonium tetrakis(3,5-bis(trifluoromethyl)phenyl)borate 2,4,6-tri-t-butylphenyl-carbamate